[Si](C)(C)(C(C)(C)C)OCCC=1C=C(C2=C(OCO2)C1)CCO 2-(6-{2-[(tert-Butyldimethylsilyl)oxy]ethyl}-2H-1,3-benzodioxol-4-yl)ethan-1-ol